oct-1-yne C#CCCCCCC